(3R,4R)-4-{[5-(2,4-difluoro-phenyl)-isoxazole-3-carbonyl]-amino}-1-(2-ethyl-cyclopentyl)-piperidine-3-carboxylic acid dimethylamide CN(C(=O)[C@@H]1CN(CC[C@H]1NC(=O)C1=NOC(=C1)C1=C(C=C(C=C1)F)F)C1C(CCC1)CC)C